The molecule is the cationic form of a C3 cyanine dye having 3-octadecyl-1,3-benzoxazol-2(3H)-yl units at each end. It has a role as a fluorochrome. It is a Cy3 dye, a member of 1,3-benzoxazoles and a benzoxazolium ion. CCCCCCCCCCCCCCCCCCN\\1C2=CC=CC=C2O/C1=C\\C=C\\C3=[N+](C4=CC=CC=C4O3)CCCCCCCCCCCCCCCCCC